CC1=NOC2=C1C=C(C=C2)C(=O)OC methyl 3-methyl-1,2-benzoxazole-5-carboxylate